C1(=CC=CC=C1)C(=C(C1=CC=C(C=C1)C#CC1=CC=CC=C1)C1=CC=CC=C1)C1=CC=C(C=C1)C#CC1=CC=CC=C1 1,2-diphenyl-1,2-bis(4-(phenylethynyl)phenyl)ethylene